N-((1r,4r)-4-aminocyclohexyl)-6-(3-methyl-1H-indol-2-yl)pyrazine-2-carboxamide NC1CCC(CC1)NC(=O)C1=NC(=CN=C1)C=1NC2=CC=CC=C2C1C